C(#N)C=1C=C(C=CC1F)NC(=O)N1CC=2N(CC1)N=CC2C(=O)N[C@@H](C(F)(F)F)C (R)-N5-(3-Cyano-4-fluorophenyl)-N3-(1,1,1-trifluoropropan-2-yl)-6,7-dihydropyrazolo[1,5-a]pyrazine-3,5(4H)-dicarboxamide